(S)-N-(7-chloro-6-fluoro-8-methoxy-2-(2-methoxyacetyl)-1-methyl-2,3-dihydro-1H-pyrrolo[3,4-c]quinolin-4-yl)-2-hydroxyacetamide ClC=1C(=CC=2C3=C(C(=NC2C1F)NC(CO)=O)CN([C@H]3C)C(COC)=O)OC